C1=C(C=CC2=CC=CC=C12)[C@]12CNC[C@@H]2C1 (1S,5R)-1-(naphthalen-2-yl)-3-azabicyclo[3.1.0]hexane